ethyl 3-[3-[[(4R)-7-[2-(2-aminoethoxy)ethoxy]-4-methyl-1,1-dioxo-3,4-dihydro-5,1λ6,2-benzoxathiazepin-2-yl]methyl]-4-methyl-phenyl]-3-(7-methoxy-1-methyl-benzotriazol-5-yl)propanoate NCCOCCOC=1C=CC2=C(O[C@@H](CN(S2(=O)=O)CC=2C=C(C=CC2C)C(CC(=O)OCC)C2=CC3=C(N(N=N3)C)C(=C2)OC)C)C1